6-((S)-1-((1-methylcyclobutyl)amino)ethyl)-4-(trifluoromethyl)isoindolin-1-one CC1(CCC1)N[C@@H](C)C1=CC(=C2CNC(C2=C1)=O)C(F)(F)F